Cl.O=S1(CCN(CC1)C=1N=C(C=2CCN(CC2C1C#N)C1=CC=CC2=CC=CC=C12)N1CCNCC1)=O 3-(1,1-dioxidothiomorpholino)-6-(naphthalen-1-yl)-1-(piperazin-1-yl)-5,6,7,8-tetrahydro-2,6-naphthyridine-4-carbonitrile Hydrochloride